O=C1N(S(C2=C1C=CC=C2)(=O)=O)C(=O)OC2=CC=CC=C2 phenyl 3-oxobenzo[d]isothiazole-2(3H)-carboxylate 1,1-dioxide